N-vinyl-imidazolidinone C(=C)N1C(NCC1)=O